C(#N)C(C(=O)N)=NOCC=1N=C(SC1)C1=CC=CC=C1 2-cyano-2-[((2-phenylthiazol-4-yl)methoxy)imino]acetamide